3-bromo-2-trifluoromethyl-1,2,4-triazole BrC=1N(N=CN1)C(F)(F)F